[NH4+].C(CCCCCCCCCCC\C=C/CCCCCCCC)(=O)[O-] erucic acid ammonium salt